N-(3-Carbamoyl-1-pyridin-2-yl-1H-pyrazol-4-yl)-5-piperazin-1-ylpyrazolo[1,5-a]pyrimidin-3-carboxamid C(N)(=O)C1=NN(C=C1NC(=O)C=1C=NN2C1N=C(C=C2)N2CCNCC2)C2=NC=CC=C2